(S)-N-(4-cyano-7-(4-iso-propylphenyl)-2,3-dihydro-benzofuran-5-yl)-2-methyl-oxirane-2-carboxamide C(#N)C1=C(C=C(C2=C1CCO2)C2=CC=C(C=C2)C(C)C)NC(=O)[C@]2(OC2)C